[N+](=O)([O-])C1=CC=C(C=C1)N1C(N=NC1=O)=O 4-(4-nitrophenyl)-1,2,4-triazoline-3,5-dione